6-(5,5-difluoro-2-azaspiro[5.5]undecan-2-yl)-N-((4,4-difluoropiperidin-3-yl)methyl)-N-methyl-2-(trifluoromethyl)pyrimidin-4-amine FC1(CCN(CC12CCCCC2)C2=CC(=NC(=N2)C(F)(F)F)N(C)CC2CNCCC2(F)F)F